Bromophthalimide C1=CC2=C(C(=C1)Br)C(=O)NC2=O